4-[(1R)-1-[(3R,4R)-4-[[tert-butyl(dimethyl)silyl]oxymethyl]-3-methyl-2-oxo-pyrrolidin-3-yl]ethyl]benzaldehyde [Si](C)(C)(C(C)(C)C)OC[C@@H]1[C@@](C(NC1)=O)(C)[C@H](C)C1=CC=C(C=O)C=C1